Cl.Cl.C(C)N[C@@H]1[C@H](CCCC1)NCC (1S,2S)-N1,N2-diethylcyclohexane-1,2-diamine dihydrochloride salt